CC1=C(OC=2CCC3=CN(N=C3C21)CC2=NC=CC=C2)C(=O)NCC2CCOCC2 8-methyl-N-[(oxan-4-yl)methyl]-2-[(pyridin-2-yl)methyl]-4,5-dihydro-2H-furo[2,3-g]indazole-7-carboxamide